2-[5-fluoro-2-methoxy-4-(4-piperidyl)phenyl]isoindoline-1,3-dione FC=1C(=CC(=C(C1)N1C(C2=CC=CC=C2C1=O)=O)OC)C1CCNCC1